O.[OH-].[Al+3].[OH-].[OH-] aluminium hydroxide, hydrate